COC(=O)C=1C=CC2=C(N(C(=N2)CC2=C(C=C(C=C2F)Br)F)CCOC)C1 2-(4-bromo-2,6-difluorobenzyl)-1-(2-methoxyethyl)-1H-benzo[d]Imidazole-6-carboxylic acid methyl ester